(S)-6-(2,5-difluorophenyl)-3-(1-(6-ethoxy-5-methoxypyridin-2-yl)-2-(methylsulfonyl)ethyl)-1-methyl-1H-imidazo[4,5-b]pyridin-2(3H)-one FC1=C(C=C(C=C1)F)C=1C=C2C(=NC1)N(C(N2C)=O)[C@H](CS(=O)(=O)C)C2=NC(=C(C=C2)OC)OCC